diphenyl-N,N'-bis(m-tolyl)-benzidine C1(=CC=CC=C1)N(C1=CC=C(C2=CC=C(N(C=3C=C(C=CC3)C)C3=CC=CC=C3)C=C2)C=C1)C=1C=C(C=CC1)C